(Z)-N-methyl-N-styrylbenzamide CN(C(C1=CC=CC=C1)=O)\C=C/C1=CC=CC=C1